2,2,6,6-tetramethyl-4-(propoxy)piperidine CC1(NC(CC(C1)OCCC)(C)C)C